2-((4-(2-(3-chloro-4-(2-chloroethoxy)-5-cyanophenyl)propan-2-yl)phenoxy)methyl)thiazole-4-carbonitrile ClC=1C=C(C=C(C1OCCCl)C#N)C(C)(C)C1=CC=C(OCC=2SC=C(N2)C#N)C=C1